C(=O)O.CN1CCC(CC1)NC(=O)C(CC(=O)OC1(CCC1)C1=CC=C(C=C1)C(F)(F)F)=C 1-(4-(trifluoromethyl)phenyl)cyclobutyl 3-(1-methylpiperidin-4-ylcarbamoyl)but-3-enoate, formate salt